F[C@H]1C[C@H](C1)C=1NC=C(N1)CC1=CC=NC=C1 (cis)-4-((2-(3-fluorocyclobutyl)-1H-imidazol-4-yl)methyl)pyridine